[Cl-].OC(COCC)C[N+](C)(C)C ethyl 2-hydroxy-3-(Trimethylammonio)Propyl Ether Chloride